2-methyl-4-hexyl-6-ethylphenol CC1=C(C(=CC(=C1)CCCCCC)CC)O